O.[Na].[Na].P(=O)(O)(O)OCCCC1=NC2=NC(N(C(C2=N1)=O)CC#C)=O 3-(phosphonooxy)propyl-1-(2-propynyl)-1H-purine-2,6-dione disodium salt hydrate